C(C)C(CN1CCC(CC1)C=1C=C(C=CC1)C=1N=NN(C1)CC1=C(C=C(C(=O)OC)C=C1)F)(CC)F methyl 4-((4-(3-(1-(2-ethyl-2-fluorobutyl)piperidin-4-yl)phenyl)-1H-1,2,3-triazol-1-yl)methyl)-3-fluorobenzoate